N-(1-((dimethylamino)methyl)cyclopropyl)-1-(3-fluorobenzyl)cyclopropane-1-carboxamide CN(C)CC1(CC1)NC(=O)C1(CC1)CC1=CC(=CC=C1)F